CYCLOHEXAN-1-OL C1(CCCCC1)O